ClC1=NC=C2N=CN(C2=N1)C1OCCCC1 2-chloro-9-(tetrahydro-2H-pyran-2-yl)-9H-purine